C1(=CC=CC=C1)S(=O)(=O)[O-].[Mn+2].C1(=CC=CC=C1)S(=O)(=O)[O-] manganese(II) benzenesulfonate